FC(OCCN1N=NC=2N(C1=O)C=NC2)(F)F 3-(2-(trifluoromethoxy)ethyl)imidazo[5,1-d][1,2,3,5]tetrazin-4(3H)-one